(R)-3-formylmorpholine-4-carboxylic acid tert-butyl ester C(C)(C)(C)OC(=O)N1[C@H](COCC1)C=O